C(=C)C1=CC=C(C=C)C=C1 p-vinyl-styrene